(2R,3S)-2-(3-(7-(pyrrolidin-1-yl)-1H-benzo[d]imidazol-1-yl)propyl)piperidin-3-ol N1(CCCC1)C1=CC=CC2=C1N(C=N2)CCC[C@H]2NCCC[C@@H]2O